ClC=1C=C(C=CC1Cl)NC(=O)N1C2CCC1C(C=1N=CN=CC12)F Cis-(±)-N-(3,4-Dichlorophenyl)-9-fluoro-6,7,8,9-tetrahydro-5H-5,8-epiminocyclohepta[d]pyrimidine-10-carboxamide